N-(4-(4-amino-1-(1,1-difluoropropan-2-yl)-7-oxo-6,7-dihydro-1H-pyrazolo[3,4-d]pyridazin-3-yl)benzyl)-5-fluoro-2-methoxybenzamide NC=1C2=C(C(NN1)=O)N(N=C2C2=CC=C(CNC(C1=C(C=CC(=C1)F)OC)=O)C=C2)C(C(F)F)C